BrC1N(SC2=C1C=CC=C2)CC2=CC=C(C=C2)OC bromo-2-(4-methoxybenzyl)-2,3-dihydrobenzo[d]isothiazole